CC1=NOC=C1C=1C=C2C=CN(C(C2=CC1)=O)CC=1C=C(C(=O)NC2CCN(CC2)C2COC2)C=CC1 3-((6-(3-Methylisoxazol-4-yl)-1-oxoisoquinolin-2(1H)-yl)methyl)-N-(1-(oxetan-3-yl)piperidin-4-yl)benzamide